C1(=CC=CC=C1)C1=CC=C(C=C1)C(O)(C1=CC=C(C=C1)C1=CC=CC=C1)C1=CC=C(C=C1)C1=CC=CC=C1 tris(4-phenylphenyl)methanol